N-(1-phenethylpiperidin-4-yl)-N-(4-chlorophenyl)furan-2-carboxamide C(CC1=CC=CC=C1)N1CCC(CC1)N(C(=O)C=1OC=CC1)C1=CC=C(C=C1)Cl